(S)-2-(3-cyclopropyl-1-methyl-7-oxo-1,7-dihydro-6H-pyrazolo[3,4-d]pyridazin-6-yl)-N-(1-(4-(trifluoromethyl)phenyl)ethyl)acetamide 4-vinylphenyl-pentafluorobenzate C(=C)C1=CC=C(C=C1)OC(C1=C(C(=C(C(=C1F)F)F)F)F)=O.C1(CC1)C1=NN(C=2C(N(N=CC21)CC(=O)N[C@@H](C)C2=CC=C(C=C2)C(F)(F)F)=O)C